IC1=CC=C(C=C1)\C(=C/COC1=CC(=C(OCC(=O)OC)C=C1)C)\C1=CC=C(C=C1)C=1SC(=CC1)C methyl (Z)-[4-[3-(4-iodophenyl)-3-[4-(5-methylthiophen-2-yl)phenyl]allyloxy]-2-methylphenoxy]acetate